3-(3-((5-methyl-4-((2-thienylmethylene)amino)-4H-1,2,4-triazol-3-yl)thio)propoxy)-5,7-dimethoxy-2-(3,4,5-trimethoxyphenyl)-4H-chromen-4-one CC=1N(C(=NN1)SCCCOC1=C(OC2=CC(=CC(=C2C1=O)OC)OC)C1=CC(=C(C(=C1)OC)OC)OC)N=CC=1SC=CC1